C(C)(C)(C)N1CCC(CC1)N1N=NC(=C1)[C@H](C=1C=NC=CC1)NC=1C=C2C(=C(C=NC2=C(C1)Cl)C#N)NC=1C=NC(=C(C1)F)F (S)-6-(((1-(1-(tert-butyl)piperidin-4-yl)-1H-1,2,3-triazol-4-yl)(pyridin-3-yl)methyl)amino)-8-chloro-4-((5,6-difluoropyridin-3-yl)amino)quinoline-3-carbonitrile